thiobis[ethylene 3-(3-t-butyl-4-hydroxyphenyl) propionate] S(CCC(C(=O)[O-])CC1=CC(=C(C=C1)O)C(C)(C)C)CCC(C(=O)[O-])CC1=CC(=C(C=C1)O)C(C)(C)C